3,5-dimethylisoxazol-4-ylimidazo[1,2-c]quinazolin-5-amine CC1=NOC(=C1C=1N=C2N(C(=NC=3C=CC=CC23)N)C1)C